4-(trifluoromethoxy)-N-(5-(4-(trifluoromethyl)phenyl)-1,3,4-oxadiazol-2-yl)benzamide FC(OC1=CC=C(C(=O)NC=2OC(=NN2)C2=CC=C(C=C2)C(F)(F)F)C=C1)(F)F